Cl.C(C)N([C@@H](C(C)C)C(=O)OCOC(N(C)[C@]1(C(CCCC1)=O)C1=C(C=CC=C1)Cl)=O)CC ((((S)-1-(2-chlorophenyl)-2-oxocyclohexyl)(methyl)carbamoyl)oxy)methyl diethyl-L-valinate hydrogen chloride